(2R,3S,4S)-4-[(tert-butoxycarbonyl)oxy]-3-[(2-{6,6-difluoro-2-azaspiro[3.3]heptan-2-yl}acetyl)oxy]-2-[(4-methoxyphenyl)methyl]pyrrolidine-1-carboxylate C(C)(C)(C)OC(=O)O[C@@H]1[C@H]([C@H](N(C1)C(=O)[O-])CC1=CC=C(C=C1)OC)OC(CN1CC2(C1)CC(C2)(F)F)=O